2-amino-6,6-dimethyl-4-phenyl-5,6-dihydronaphtho[2,3-h]quinoline-3-carbonitrile NC1=NC=2C3=C(C(CC2C(=C1C#N)C1=CC=CC=C1)(C)C)C=C1C=CC=CC1=C3